(R)-4-aminotetrahydrofuran hydrochloride Cl.N[C@@H]1CCOC1